5-(1-hydroxyethyl)-3-(4-(4-methoxy-4-methylpiperidin-1-yl)phenyl)-7-methylquinoline-2-carbonitrile OC(C)C1=C2C=C(C(=NC2=CC(=C1)C)C#N)C1=CC=C(C=C1)N1CCC(CC1)(C)OC